(6-methyl-4-(trifluoromethyl)pyridin-2-yl)pyrrolidin-2-one CC1=CC(=CC(=N1)N1C(CCC1)=O)C(F)(F)F